C(=O)O.O1N=CN=C1C(=O)N 1,2,4-oxadiazole-5-carboxamide, formate salt